C(CCCCCCCCCC)C=1C=C(SC1)C=1SC=CC1 4-undecyl-2,2'-bithiophene